C12(CC(C1)C2)N2[C@@H](C=1NC3=CC=CC=C3C1C[C@H]2C)C=2C=NC(=CC2)OCCN2CC(CC2)F (1R,3R)-2-(bicyclo[1.1.1]pentan-1-yl)-1-(6-(2-(3-fluoropyrrolidin-1-yl)ethoxy)pyridin-3-yl)-3-methyl-2,3,4,9-tetrahydro-1H-pyrido[3,4-b]indole